(R)-1-(4-chloro-2-methoxyphenyl)-3-(isoquinolin-4-yl)-2-oxoimidazolidine-4-carbonitrile ClC1=CC(=C(C=C1)N1C(N([C@H](C1)C#N)C1=CN=CC2=CC=CC=C12)=O)OC